BrC=1C=C(C(=C(C1)CBr)F)F 5-bromo-1-(bromomethyl)-2,3-difluorobenzene